5-chloro-6-fluoro-2,3-dihydro-1H-inden-4-carbaldehyde ClC1=C(C=2CCCC2C=C1F)C=O